FC1=C(C=CC(=C1)F)[C@](C(F)(F)C1=CC=C(C=N1)C1=CC=C(C=C1)N1CCN(CC1)C1=CC=C(C=C1)C(C(C)C)O)(CN1N=NN=C1)O 1-(4-(4-(4-(6-((R)-2-(2,4-difluorophenyl)-1,1-difluoro-2-hydroxy-3-(1H-tetrazol-1-yl)propyl)pyridin-3-yl)phenyl)piperazin-1-yl)phenyl)-2-methylpropan-1-ol